ClC1=CC=C(C=C1)/C=C/CN1CCC2(CC1)CN(C1=CC=C(C=C12)F)C(=O)C1=CC(=NC=C1)Cl {1'-[(2E)-3-(4-chlorophenyl)prop-2-en-1-yl]-5-fluoro-spiro[indole-3,4'-piperidine]-1(2H)-yl}(2-chloropyridin-4-yl)methanone